OC(C(=O)[O-])C(C)(C)O alpha,beta-dihydroxyisovalerate